3,3,5,5-Tetramethylbenzidin hydrochlorid Cl.CC1(CC(=CC(C1N)(C)C)C1=CC=C(N)C=C1)C